6-(1-(4-amino-3-methyl-1H-pyrazolo[3,4-d]pyrimidin-1-yl)ethyl)-4-methoxy-2-oxo-1-phenyl-1,2-dihydropyridine-3-carbonitrile NC1=C2C(=NC=N1)N(N=C2C)C(C)C2=CC(=C(C(N2C2=CC=CC=C2)=O)C#N)OC